ClC1=C2C3=C(N=CN=C3C(=C1C=1C(=CC=C3C=CN=C(C13)OC)C)F)N1[C@H](CO2)CN([C@@H](C1)C)C(=O)OC(C)(C)C tert-butyl (8aS,11R)-6-chloro-4-fluoro-5-(1-methoxy-7-methylisoquinolin-8-yl)-11-methyl-8a,9,11,12-tetrahydropyrazino[2',1':3,4][1,4]oxazepino[5,6,7-de]quinazoline-10(8H)-carboxylate